(2S)-5-{4-[2-(2-ethoxyethoxy)ethoxy]Phenyl}-2-(1,4,7,10-tetraazacyclododecane-1-yl)pentanoic acid methyl ester COC([C@H](CCCC1=CC=C(C=C1)OCCOCCOCC)N1CCNCCNCCNCC1)=O